[4-[[3-[2-(azaniumylamino)-2-oxoethyl]pyridin-1-ium-1-yl]methyl]phenyl]methyl-trimethylammonium tristrifluoroacetate FC(C(=O)[O-])(F)F.FC(C(=O)[O-])(F)F.FC(C(=O)[O-])(F)F.[NH3+]NC(CC=1C=[N+](C=CC1)CC1=CC=C(C=C1)C[N+](C)(C)C)=O